C1(CC1)N(C1=C(C(=NC=N1)NCC1(CCOCC1)CC(=O)N)F)CC1=CC=C(C=C1)C(F)(F)F [2-[4-[[[6-[cyclopropyl-[[4-(trifluoromethyl)phenyl]methyl]amino]-5-fluoro-pyrimidin-4-yl]amino]methyl]tetrahydropyran-4-yl]acetyl]amin